6-tert-butyl-3-amino-1,2,3-triazine C(C)(C)(C)C=1C=CN(NN1)N